OCC1=C(C(=O)N2C3CC3CC2C(=O)N)C=C(C=C1)S(=O)(=O)C 2-(2-(hydroxymethyl)-5-(methylsulfonyl)benzoyl)-2-azabicyclo[3.1.0]hexane-3-carboxamide